Isopropylcyclopentadienyl-scandium C(C)(C)[Sc]C1C=CC=C1